C1CCCC=2N=CC=3N(C12)C=C1C=CC=CC13 tetrahydroisoindolo[2,1-a]quinoxaline